FC=1C=C(C(=O)C=2C=NC3=CC(=CC=C3C2OC2=CC=C(C=C2)/C=C/C(=O)O)O)C=CC1 (E)-3-(4-((3-(3-fluorobenzoyl)-7-hydroxyquinolin-4-yl)oxy)phenyl)acrylic acid